N1=C(C=CC=C1)SSCCNC(C(=C)C)=O N-(2-(pyridin-2-yldisulfanyl)ethyl)methacrylamide